1-(5-cyanopyridin-2-yl)-N-(2-(difluoromethoxy)-6-methylpyridin-3-yl)-3-(2-isopropylphenyl)azetidine-3-carboxamide C(#N)C=1C=CC(=NC1)N1CC(C1)(C(=O)NC=1C(=NC(=CC1)C)OC(F)F)C1=C(C=CC=C1)C(C)C